1,4-dithian-2,5-diol S1C(CSC(C1)O)O